O=C1NC(CCC1N1C(C2=C(C=C(C=C2C1=O)CN1CCN(CC1)C1=CC=C(C(=O)NC2=CC(=C(C=C2)C)NC2=NC=CC(=N2)C=2C=NC=CC2)C=C1)F)=O)=O 4-(4-((2-(2,6-dioxopiperidin-3-yl)-7-fluoro-1,3-dioxoisoindolin-5-yl)methyl)piperazine-1-yl)-N-(4-methyl-3-((4-(pyridin-3-yl)pyrimidin-2-yl)amino)phenyl)benzamide